1-amino-2-(3-methoxy-2,6-dimethylphenyl)-4,6-dimethyl-2,8-dihydro-9H-2,3,5,8-Tetraazabenzo[cd]azulen-9-one NC=1N(C2=C3C(C(=CNC(C13)=O)C)=NC(=N2)C)C2=C(C(=CC=C2C)OC)C